CN(C1=C(C=NC=2NC3=C(C(=C(C=C3C21)F)F)NC)C=2C=C1C(C(=CN(C1=NC2)C2CNCC2)C(=O)O)=O)C 6-[4-(dimethylamino)-6,7-difluoro-8-(methylamino)-9H-pyrido[2,3-b]indol-3-yl]-4-oxo-1-pyrrolidin-3-yl-1,8-naphthyridine-3-carboxylic acid